2-methyl-1,4-bis(isobutyryloxy)naphthalene CC1=C(C2=CC=CC=C2C(=C1)OC(C(C)C)=O)OC(C(C)C)=O